O=C1NC(CCC1N1C(N(C2=C1C=CC(=C2)CCCOCCOCC(=O)O)C)=O)=O 2-(2-[3-[1-(2,6-dioxopiperidin-3-yl)-3-methyl-2-oxo-2,3-dihydro-1H-1,3-benzodiazol-5-yl]propoxy]ethoxy)acetic acid